FC1=CC(=C(C=C1C=1CN(CC1)C1=NC=C(C=N1)C)NC(=O)C1=CNC(C=C1C(F)(F)F)=O)N1C[C@H](N([C@H](C1)C)C)C |r| N-[4-fluoro-5-[1-(5-methylpyrimidin-2-yl)-2,5-dihydropyrrol-3-yl]-2-[rac-(3R,5S)-3,4,5-trimethylpiperazin-1-yl]phenyl]-6-oxo-4-(trifluoromethyl)-1H-pyridine-3-carboxamide